butyl-ammonium dithiocarbamate C(N)([S-])=S.C(CCC)[NH3+]